FC=1C=C(CN2C=CC3=CC(=CC=C23)NC(C=C)=O)C=C(C1)F N-(1-(3,5-difluorobenzyl)-1H-indol-5-yl)acrylamide